C(C1=CC=CC=C1)OCC1(CN(CC1)CC1=CC=C(C=C1)NC(C)=O)CCC1=CC=CC=C1 N-(4-((3-(benzyloxymethyl)-3-phenethylpyrrolidin-1-yl)methyl)phenyl)acetamide